COC1=C(C=C(C=C1)NS(=O)(=O)C1=CC=C(C2=CC=CC=C12)NC(C1=C(C=CC=C1)C)=O)N1CCN(CCC1)CCC N-(4-(N-(4-methoxy-3-(4-propyl-1,4-diazepan-1-yl)phenyl)sulfamoyl)naphthalen-1-yl)-2-methylbenzamide